C(C)(C)(C)OC(=O)N1[C@H](C[C@@H](C1)N1N=C(C=2C(=NC=CC21)N)C#CC2=C(C1=C(N(C(=N1)C)C)C=C2F)F)CC#N (2r,4s)-4-(4-amino-3-((4,6-difluoro-1,2-dimethyl-1H-benzo[d]imidazol-5-yl)ethynyl)-1H-pyrazolo[4,3-c]pyridin-1-yl)-2-(cyanomethyl)pyrrolidine-1-carboxylic acid tert-butyl ester